4-[2-(cyclopropylmethoxy)-5-methylsulfonylphenyl]-6-fluoro-2-methylisoquinolin-1-one C1(CC1)COC1=C(C=C(C=C1)S(=O)(=O)C)C1=CN(C(C2=CC=C(C=C12)F)=O)C